C1C=2C1=CC=C1C=CC=CC21 1H-Cyclopropa[a]naphthalene